5-(((6-Chloro-4-methylpyridazin-3-yl)amino)methylene)-2,2-dimethyl-1,3-dioxane-4,6-dione ClC1=CC(=C(N=N1)NC=C1C(OC(OC1=O)(C)C)=O)C